(5-Bromopyrimidin-4-yl)-2,6-diazaspiro[3.3]heptane-2-carboxylic acid tert-butyl ester C(C)(C)(C)OC(=O)N1C(C2(C1)CNC2)C2=NC=NC=C2Br